BrCC=1C=C(C=C(C1)F)S(=O)(=O)N1CCC(CC1)NC(OC(C)(C)C)=O tert-butyl (1-((3-(Bromomethyl)-5-fluorophenyl)sulfonyl)piperidin-4-yl)carbamate